2-bromo-6-chloro-7-fluoro-2,3-dihydro-1H-inden-1-ol BrC1C(C2=C(C(=CC=C2C1)Cl)F)O